N-[(2E)-3-[imino(oxo)[3-(trifluoromethoxy)phenyl]-λ6-sulfanyl]prop-2-en-1-yl]-2-oxo-1,2,5,6,7,8-hexahydroquinoline-3-carboxamide N=S(/C=C/CNC(=O)C=1C(NC=2CCCCC2C1)=O)(C1=CC(=CC=C1)OC(F)(F)F)=O